boronat B([O-])[O-]